(6-((5-chloro-2-((2-methoxy-6-(piperazin-1-yl)pyridin-3-yl)amino)pyrimidin-4-yl)amino)quinoxalin-5-yl)dimethylphosphine ClC=1C(=NC(=NC1)NC=1C(=NC(=CC1)N1CCNCC1)OC)NC=1C(=C2N=CC=NC2=CC1)P(C)C